5-(benzylamino)-2-(3-cyanophenyl)pyrazolo[1,5-a]pyrimidine-3-carbonitrile C(C1=CC=CC=C1)NC1=NC=2N(C=C1)N=C(C2C#N)C2=CC(=CC=C2)C#N